C(C)(C)(C)[Si](OCC(C=O)C)(C1=CC=CC=C1)C1=CC=CC=C1 3-[tert-butyl-(diphenyl)silyl]oxy-2-methyl-propanal